C(C)(C)(C)OC(NC1=NC=C(C2=CC=C(C(=C12)F)C=1C=NN(C1C)C)I)=O (7-(1,5-Dimethyl-1H-pyrazol-4-yl)-8-fluoro-4-iodoisoquinolin-1-yl)-carbamic acid tert-butyl ester